FC(C)(F)C1=CC=C(C=C1)C1=CC(=C(C(=C1)F)N1C=2N(C3(C1=O)CC3)C(=CN2)C2=NNC=C2)F (4'-(1,1-difluoroethyl)-3,5-difluoro-[1,1'-biphenyl]-4-yl)-5'-(1H-pyrazol-3-yl)spiro[cyclopropane-1,3'-imidazo[1,2-a]imidazol]-2'(1'H)-one